C(O[C@H](C)OCC([C@H](C[C@H]1C(NCC1)=O)NC([C@@H](NC(=O)C=1NC2=CC=CC(=C2C1)OC)CC(C)C)=O)=O)(OC)=O (1R)-1-({(3S)-3-({N-[(4-methoxy-1H-indol-2-yl)carbonyl]-L-leucyl}amino)-2-oxo-4-[(3S)-2-oxopyrrolidin-3-yl]butyl}oxy)ethyl methyl carbonate